FC[C@H]1CN(CCN1CC=1N=NC=CC1)C(=O)OC(C)(C)C (R)-tert-butyl 3-(fluoromethyl)-4-(pyridazin-3-ylmethyl)piperazine-1-carboxylate